butyl 3-(isopropylsulfonylmethyl)azetidine-1-carboxylate C(C)(C)S(=O)(=O)CC1CN(C1)C(=O)OCCCC